acrylic acid-2-ethoxyethyl ester C(C)OCCOC(C=C)=O